FC=1C=C(C=CC1)[C@H]1CC[C@H](CC1)OC[C@@H]1NCCC[C@@H]1NS(=O)(=O)C N-((2R,3S)-2-(((cis-4-(3-fluorophenyl)cyclohexyl)oxy)methyl)piperidin-3-yl)methanesulfonamide